Benzimidazol-2-yl(hydroxyl)methanesulfinic acid N1=C(NC2=C1C=CC=C2)C(S(=O)O)O